ClC1=CC=C(CN2C(=NC=3N(C(N(C(C23)=O)CCCO)=O)CC)OC2=C(C=CC=C2)OC)C=C1 7-(4-chlorobenzyl)-3-ethyl-1-(3-hydroxypropyl)-8-(2-methoxyphenoxy)-1H-purine-2,6(3H,7H)-dione